tert-Butyl N-[5-(3-amino-8-chloroisoquinolin-6-yl)-4-methylpyridin-3-yl]-N-[(tert-butoxy)carbonyl]carbamate NC=1N=CC2=C(C=C(C=C2C1)C=1C(=C(C=NC1)N(C(OC(C)(C)C)=O)C(=O)OC(C)(C)C)C)Cl